C(C)(C)(C)OC(=O)N1CCN(CC1)C1=C(N(C=2N(C1=O)N=C(N2)Br)CC(NC2=CC=C(C=C2)S(F)(F)(F)(F)F)=O)CC 4-(2-Bromo-5-ethyl-7-oxo-4-(2-oxo-2-((4-(pentafluoro-λ6-sulfanyl)phenyl)amino)ethyl)-4,7-dihydro-[1,2,4]triazolo[1,5-a]pyrimidin-6-yl)piperazine-1-carboxylic acid tert-butyl ester